4,5-dichloro-1,2-dithianon ClC1C(SSCC1Cl)=O